3-(4-bromo-2-methyl-pyrazol-3-yl)oxypropane-1-ol BrC1=C(N(N=C1)C)OCCCO